C1=C(C=CC=2C3=CC=CC=C3C3(C12)C1=CC=CC=C1C=1C=CC=CC13)C1=CC=3C2(C4=CC=CC=C4C3C=C1)C1=CC=CC=C1C=1C=CC=CC12 2-(9,9-spirobifluoren-2-yl)-9,9-spirobifluorene